5-methyl-2,5-diazabicyclo[2.2.1]heptane-2-carboxamide CN1C2CN(C(C1)C2)C(=O)N